CN1C(=NC2=C(C=C(C=C2C1=O)C)C(C)OC1=C(C=CC=C1)S(=O)(=O)C)N1CCOCC1 3,6-dimethyl-8-[1-(2-methylsulfonylphenoxy)ethyl]-2-morpholino-quinazolin-4-one